ClC=1C(=CC2=C(C3=CC=CC=C3N=C2C1)NC1CCN(CC1)C)OC 3-chloro-2-methoxy-N-(1-methylpiperidin-4-yl)acridin-9-amine